C=1(C(=CC=CC1)C(=O)NC1=CC=C(C(=O)O)C=C1)C1=CC=CC=C1 4-{[1,1'-biphenyl]-2-amido}benzoic acid